CN1C=NC=2C1=NC(=C(C2)OC2=C(C=C(N)C=C2)C)C 4-((3,5-dimethyl-3H-imidazo[4,5-b]pyridin-6-yl)oxy)-3-methylaniline